FC(C1=CC=C(C=C1)N1C[C@@H](NC2=CC=CC=C12)CNC(C=C)=O)(F)F (S)-N-((4-(4-(trifluoromethyl)phenyl)-1,2,3,4-tetrahydroquinoxalin-2-yl)methyl)acrylamide